S(=O)(=O)=C1CC=C(C=C1)C(C[TeH])C 1-sulfonyl-4-(1-methylhydrotelluro-ethyl)benzene